C(C)(C)(C)OC(CC(=O)C1=[N+](C=C(C=C1)C)[O-])=O (3-(tert-butoxy)-3-oxopropanoyl)-5-METHYLPYRIDINE-oxide